(S)-21-[6-(benzyloxy)-6-oxohexanamido]-1-[(α-L-fucopyranosyl)oxy]-6-[2-({2-[(α-L-fucopyranosyl)oxy]ethyl}amino)-2-oxoethyl]-4,8,15-trioxo-3,6,9,16-tetraazadocosan-22-oic acid C(C1=CC=CC=C1)OC(CCCCC(=O)N[C@@H](CCCCNC(CCCCCNC(CN(CC(NCCO[C@H]1[C@@H](O)[C@H](O)[C@H](O)[C@@H](O1)C)=O)CC(=O)NCCO[C@H]1[C@@H](O)[C@H](O)[C@H](O)[C@@H](O1)C)=O)=O)C(=O)O)=O